N(=[N+]=[N-])N1[C@@H](CCC1)C(=O)O azidoproline